((4-methoxyphenyl)sulfophenyl)piperazine COC1=CC=C(C=C1)C=1C(=C(C=CC1)N1CCNCC1)S(=O)(=O)O